COC1CC(CCC1)C1=NC=2C(=NC=CC2C2CCN(CC2)C=O)N1 [4-[2-[3-methoxycyclohexyl]-3H-imidazo[4,5-b]pyridin-7-yl]-1-piperidyl]methanone